FC(C1=CC=CC(=N1)NC1=NC=C(C=N1)C=1C=C(C=NC1)NC1CCN(CC1)C(C=C)=O)(F)F 1-[4-[[5-[2-[[6-(trifluoromethyl)-2-pyridyl]amino]pyrimidin-5-yl]-3-pyridyl]amino]-1-piperidyl]prop-2-en-1-one